[C@@H]12CN(C[C@@H](O1)C2)C2=NC1=CC=C(C=C1C=N2)C=O 2-((1R,5S)-6-oxa-3-azabicyclo[3.1.1]hept-3-yl)quinazoline-6-carbaldehyde